ClC(C(=O)N=C(CCC(=O)O[C@H]1[C@H](O)O[C@H]([C@@H]([C@H]1OCC1=CC2=CC=CC=C2C=C1)OCC1=CC2=CC=CC=C2C=C1)C)C)(Cl)Cl 2-O-levulinyl-3,4-di-O-(2-naphthylmethyl)-alpha-L-rhamnose trichloroacetyl imine